BrC(C(CBr)CBr)Br 2-dibromomethyl-1,3-dibromopropane